[Si](C1=CC=CC=C1)(C1=CC=CC=C1)(C(C)(C)C)Cl TBDPS chloride